NCC(O)(C1(CC1)F)C1=CC(=C(C(=N1)C1=CC=C(C=C1)F)F)C(C)(C)O 2-(6-(2-amino-1-(1-fluorocyclopropyl)-1-hydroxyethyl)-3-fluoro-2-(4-fluorophenyl)pyridin-4-yl)propan-2-ol